C(C)(C)(C)N(C(O)=O)C1CC(C1)I.O1C(=NN=C1)NC=1N=CC2=C(N1)N1C(C(=C2)C=2C=C(C=CC2C)NC(C2=NC=CC(=C2)C(F)(F)F)=O)=NCC1 N-(3-(2-((1,3,4-oxadiazol-2-yl)amino)-8,9-dihydroimidazo[1',2':1,6]pyrido[2,3-d]pyrimidin-6-yl)-4-methylphenyl)-4-(trifluoromethyl)picolinamide tert-Butyl-(3-iodocyclobutyl)carbamate